2-chloro-1,1,1,3-tetrafluoropentane ClC(C(F)(F)F)C(CC)F